Bis[3-(triethoxy silyl)propyl] disulfide C(C)O[Si](CCCSSCCC[Si](OCC)(OCC)OCC)(OCC)OCC